4-(2-fluoro-5-(3-hydroxypropoxy)phenyl)pyrimidine FC1=C(C=C(C=C1)OCCCO)C1=NC=NC=C1